6-(4-chlorophenyl)-2-(5-fluoropyridin-3-yl)-N-[(2S)-1-hydroxy-3-methoxyprop-2-yl]-3-oxo-2,3-dihydropyridazine-4-carboxamide ClC1=CC=C(C=C1)C=1C=C(C(N(N1)C=1C=NC=C(C1)F)=O)C(=O)N[C@@H](CO)COC